C(C)OC(=O)C=1N=C(OC1C)C1=CC=C(C=C1)OC(F)F ethyl-2-(4-(difluoromethoxy)-phenyl)-5-methyloxazole-4-carboxylic acid